diethyl ((4-(7,9-difluoro-5H-pyrimido[5,4-b]indol-4-yl)cyclohexyl)methyl)phosphonate FC=1C=C(C=2C3=C(NC2C1)C(=NC=N3)C3CCC(CC3)CP(OCC)(OCC)=O)F